OC1CN(CC1COC1=CC=C(C=C1)S(=O)(=O)C)C(=O)OC(C)(C)C tert-butyl 3-hydroxy-4-((4-(methylsulfonyl)phenoxy)methyl)pyrrolidine-1-carboxylate